4-[[6-[[1-(4-fluorophenyl)-2-oxo-pyridine-3-carbonyl]amino]-2-methyl-3-pyridyl]oxy]-N-(1-methyl-4-piperidyl)-1,7-naphthyridine-6-carboxamide FC1=CC=C(C=C1)N1C(C(=CC=C1)C(=O)NC1=CC=C(C(=N1)C)OC1=CC=NC2=CN=C(C=C12)C(=O)NC1CCN(CC1)C)=O